(E)-1-(triisopropylsilyl)-1-nonyn-5-one-O-benzyl oxime C(C1=CC=CC=C1)O\N=C(\CCC#C[Si](C(C)C)(C(C)C)C(C)C)/CCCC